FC(C(=O)N1C=NC=C1)(F)F 2,2,2-Trifluoro-1-(1H-imidazol-1-yl)ethanone